ClC=1C=C(C=C(C1)Cl)NC1=NC2=CC=CC=C2C(=N1)NCC N2-(3,5-dichlorophenyl)-N4-ethylquinazoline-2,4-diamine